C(C1=CC=CC=C1)OC(=O)N[C@@H](C(=O)OC)CNC(=O)C1=CC2=NC=CC(=C2S1)CF methyl (R)-2-(((benzyloxy)carbonyl)amino)-3-(7-(fluoromethyl)thieno[3,2-b]pyridine-2-carboxamido)propanoate